1-(3-{4-[(3-methyl-4-{[1,2,4]triazolo[1,5-a]pyridin-7-yloxy}phenyl)amino]pyrido[3,2-d]pyrimidin-6-yl}-3,8-diazabicyclo[3.2.1]octan-8-yl)but-2-yn-1-one CC=1C=C(C=CC1OC1=CC=2N(C=C1)N=CN2)NC=2C1=C(N=CN2)C=CC(=N1)N1CC2CCC(C1)N2C(C#CC)=O